4-(hydroxymethyl)-1H-1,2,3-triazol OCC=1N=NNC1